BrC1=C(C=C(C(=O)N2CC=3N=C(N(C(C3C[C@H]2C)=O)C2=CC=C(C=C2)C=2C=NN(C2)C)Cl)C=C1)C(F)(F)F (R)-7-(4-bromo-3-(trifluoromethyl)benzoyl)-2-chloro-6-methyl-3-(4-(1-methyl-1H-pyrazol-4-yl)phenyl)-5,6,7,8-tetrahydropyrido[3,4-d]pyrimidin-4(3H)-one